NC1=C(C=C(C=N1)C=1C=NN(C1)C1CCN(CC1)CC1=CC=C(C=N1)N1C(NC(CC1)=O)=O)O[C@H](C)C1=C(C(=CC=C1Cl)F)Cl (R)-1-(6-((4-(4-(6-amino-5-(1-(2,6-dichloro-3-fluorophenyl)ethoxy)pyridin-3-yl)-1H-pyrazol-1-yl)piperidin-1-yl)methyl)pyridin-3-yl)dihydropyrimidine-2,4(1H,3H)-dione